[C@H]12OC[C@H](N(C1)[C@@H]1CC3(CC1)CCN(CC3)S(=O)(=O)C=3C=C(C#N)C=C(C3)F)C2 3-(((S)-2-((1R,4R)-2-oxa-5-azabicyclo[2.2.1]heptan-5-yl)-8-azaspiro[4.5]decan-8-yl)sulfonyl)-5-fluorobenzonitrile